C(#N)[C@H]1N(CC(C1)(F)F)C(CNC(=O)C1=C(C=NC=C1)/C=C/C1=CC=C(OCCCN2CCN(CC2)C(CNC(OC(C)(C)C)=O)=O)C=C1)=O (S,E)-tert-butyl 2-(4-(3-(4-(2-(4-(2-(2-cyano-4,4-difluoropyrrolidin-1-yl)-2-oxoethylcarbamoyl)pyridin-3-yl)vinyl)phenoxy)propyl)piperazin-1-yl)-2-oxoethylcarbamate